C(#N)C=1C(=CC(=C(C1)NC(OC(C)(C)C)=O)C1CC1)N1CCNCC1 tert-butyl (5-cyano-2-cyclopropyl-4-(piperazin-1-yl)phenyl)carbamate